iodomesitylene bis(2,2-dimethylbutyrate) CC(C(=O)O)(CC)C.CC(C(=O)O)(CC)C.IC1=C(C=C(C=C1C)C)C